C(C\C=C\CC)O trans-hex-3-en-1-ol